C([C@@H]1[C@@H]([C@@H]([C@H](C(=O)O1)O)O)O)O The molecule is a galactonolactone that is the D-enantiomer of galactono-1,5-lactone. It is an aldono-1,5-lactone and a galactonolactone. It derives from a D-galactonic acid.